[N+](#[C-])C1=C(C(=C)C(F)(F)F)C=CC=C1 o-isocyano-alpha-trifluoromethylstyrene